C(C)(C)(C)OC(=O)N1[C@@H](CCC1)C=1C=C(C=C2CCN(CC12)C(=O)C=1C=NN(C1)C1CC1)Cl (S)-2-(6-chloro-2-(1-cyclopropyl-1H-pyrazole-4-carbonyl)-1,2,3,4-tetrahydroisoquinolin-8-yl)pyrrolidine-1-carboxylic acid tert-butyl ester